BrC=1C=CC(=C(C1)NC(CC(OC)OC)=O)I N-(5-bromo-2-iodophenyl)-3,3-dimethoxypropionamide